C(C)(C)C1=C(NC2=CC=C(C=C12)C1OCCN(C1)C(CN(C(OC(C)(C)C)=O)C)=O)C=1C=C(C=2N(C1)N=CN2)C tert-butyl (2-(2-(3-isopropyl-2-(8-methyl-[1,2,4]triazolo[1,5-a]pyridin-6-yl)-1H-indol-5-yl)morpholino)-2-oxoethyl)(methyl)carbamate